CCCNCCCCC 4-Azanonane